(2S)-N-[(2S)-1-hydroxy-3-[(3S)-2-oxopyrrolidin-3-yl]propan-2-yl]-2-[(4-methoxy-1H-indol-2-yl)formamido]-4-methylpentanamide OC[C@H](C[C@H]1C(NCC1)=O)NC([C@H](CC(C)C)NC(=O)C=1NC2=CC=CC(=C2C1)OC)=O